CN1CC2=C(C=C(C=C2CC1)CO)C1=CC=C(C=C1)C(F)(F)F (2-methyl-8-(4-(trifluoromethyl)phenyl)-1,2,3,4-tetrahydroisoquinolin-6-yl)methanol